Cl.NC/C(/CN1N=CN(C1=O)CC1=CC=C(S1)C#CC1=CC=2OCC(NC2N=C1)=O)=C\F 7-[2-[5-[[1-[(E)-2-(aminomethyl)-3-fluoro-allyl]-5-oxo-1,2,4-triazol-4-yl]methyl]-2-thienyl]ethynyl]-4H-pyrido[3,2-b][1,4]oxazin-3-one hydrochloride